O=C1N[C@H]([C@H]2CC[C@@H]1N2C(=O)OC(C)(C)C)C(=O)OC |r| 8-(tert-butyl) 2-methyl (±)-rel-(1R,2R,5S)-4-oxo-3,8-diazabicyclo[3.2.1]octane-2,8-diformate